C[NH+](C)CC1=CNC2=CC=CC=C21 The molecule is an organic cation obtained by protonation of the tertiary amino function of gramine; major species at pH 7.3. It is an ammonium ion derivative and an organic cation. It is a conjugate acid of a gramine.